allyl amylglycolate C(CCCC)C(C(=O)OCC=C)O